CC(=CC)CC(CCC)=C 3-methyl-5-methyleneoct-2-ene